N1N=CC(=C1)C1=CC=C(C=C1)NC=1C2=C(N=C(N1)N1CCNCCC1)C=CS2 N-(4-(1H-pyrazol-4-yl)phenyl)-2-(1,4-diazepan-1-yl)thieno[3,2-d]pyrimidin-4-amine